ClC1=CC=C(C=C1)C(C(F)(F)F)=N 1-(4-Chlorophenyl)-2,2,2-trifluoroethan-1-imine